C(C)C(COP(OCC(CCCC)CC)(O)=S)CCCC di(2-ethylhexyl)thiophosphoric acid